2-hydroxy-2-methyl-1-propanone OC(C=O)(C)C